((3-(4-((2-chloro-1H-imidazol-1-yl)methyl)phenyl)-5-isobutyl-4-methylthiophen-2-yl)sulfonyl)carbamate ClC=1N(C=CN1)CC1=CC=C(C=C1)C1=C(SC(=C1C)CC(C)C)S(=O)(=O)NC([O-])=O